3-(3-isopropyl-2-(8-methoxy-[1,2,4]triazolo[1,5-a]pyridin-6-yl)-1H-indol-5-yl)-N,N-dimethylcyclobutan-1-amine C(C)(C)C1=C(NC2=CC=C(C=C12)C1CC(C1)N(C)C)C=1C=C(C=2N(C1)N=CN2)OC